CC(=CS(=O)(=O)O)C1=CC=CC=C1 α-methyl-styrenesulfonic acid